BrC1=C(C(=CC=C1)C#N)C1=C(C(=NC(=N1)Cl)OC)C(=O)N (2-bromo-6-cyanophenyl)-2-chloro-4-methoxypyrimidine-5-carboxamide